1-[4-[7-[6-amino-3-(trifluoromethyl)-2-pyridyl]-6-chloro-2-[1-methyl-1-[(2S)-1-methylpyrrolidin-2-yl]ethoxy]quinazolin-4-yl]piperazin-1-yl]prop-2-en-1-one NC1=CC=C(C(=N1)C1=C(C=C2C(=NC(=NC2=C1)OC(C)([C@H]1N(CCC1)C)C)N1CCN(CC1)C(C=C)=O)Cl)C(F)(F)F